ClC=1C=C(C=CC1C(CO)(C)C)NC1=NC=C(C(=N1)N[C@H](CO)C1=CC=CC=C1)C(=O)O 2-{[3-chloro-4-(2-hydroxy-1,1-dimethylethyl)phenyl]amino}-4-{[(1S)-2-hydroxy-1-phenylethyl]amino}pyrimidine-5-carboxylic acid